C(CCC=CCCC)CNC1CCCCC1 N-(oct-4-en-1-ylmethyl)-cyclohexanamine